(8-(5-(difluoro(4-(tetrahydro-2H-pyran-4-yl)phenyl)methyl)-1,3,4-oxadiazol-2-yl)-2,6-diazaspiro[3.4]octan-6-yl)(5-hydroxypyrazin-2-yl)methanone FC(C1=NN=C(O1)C1CN(CC12CNC2)C(=O)C2=NC=C(N=C2)O)(C2=CC=C(C=C2)C2CCOCC2)F